2-allyloxyphenyl-boronic acid C(C=C)OC1=C(C=CC=C1)B(O)O